F[C@@H]1[C@H](CN(CC1)C(=O)OC(C)(C)C)NC1=NC(=CC=C1)C1=CN=C2N1C=CC(=C2)C2=CN=C(N2COCC[Si](C)(C)C)C (3S,4S)-tert-butyl 4-fluoro-3-((6-(7-(2-methyl-1-((2-(trimethylsilyl)ethoxy)methyl)-1H-imidazol-5-yl)imidazo[1,2-a]pyridin-3-yl)pyridin-2-yl)amino)piperidine-1-carboxylate